2,2,5-trifluorobenzo[d][1,3]dioxole-4-carbaldehyde FC1(OC2=C(O1)C=CC(=C2C=O)F)F